ClC1=CC2=C(C(=N1)N1CCC(CC1)(C)F)C(N(C2)[C@@H](C)C2CC2)=O (S)-6-chloro-2-(1-cyclopropylethyl)-4-(4-fluoro-4-methylpiperidin-1-yl)-1,2-dihydro-3H-pyrrolo[3,4-c]pyridin-3-one